2-(4-(1,2-diphenylethenyl)phenoxy)-N,N-diethyl-ethanamine 2-hydroxy-1,2,3-propanetricarboxylate OC(CC(=O)O)(CC(=O)O)C(=O)O.C1(=CC=CC=C1)C(=CC1=CC=CC=C1)C1=CC=C(OCCN(CC)CC)C=C1